C1(CCCCC1)C=1C(=CC=C(C1)C(C1=C(C=CC=C1)O)C1=CC=C(C(=C1)C1CCCCC1)O)O bis(5-cyclohexyl-4-hydroxyphenyl)-2-hydroxyphenyl-methane